[Eu+2].C[Si](C)(C)[N-][Si](C)(C)C.C[Si](C)(C)[N-][Si](C)(C)C bis[bis(trimethylsilyl)amide] europium